N=1[Se]N=C2C1C(=C1C=CC=CC1=C2C=2C=C(C=C(C2)C2=CC=C(C=C2)N)C2=CC=C(C=C2)C2OCC(CO2)(C)C)C=2C=C(C=C(C2)C2=CC=C(C=C2)N)C2=CC=C(C=C2)C2OCC(CO2)(C)C 5',5''''-(naphtho[2,3-c][1,2,5]selenadiazole-4,9-diyl)bis(4''-(5,5-dimethyl-1,3-dioxan-2-yl)-[1,1':3',1''-terphenyl]-4-amine)